ClC=1C=NN(C1)C=1N(C(=C(N1)C1=NC2=C(C=NC(=C2)C(F)(F)F)N1C)S(=O)(=O)CC)C 2-[2-(4-chloro-1H-pyrazol-1-yl)-5-(ethylsulfonyl)-1-methyl-1H-imidazol-4-yl]-3-methyl-6-(trifluoromethyl)-3H-imidazo[4,5-c]pyridine